disodium L-ascorbic acid sulfate S(=O)(=O)([O-])[O-].O=C1C(O)=C(O)[C@H](O1)[C@@H](O)CO.[Na+].[Na+]